methyl-{[1-(naphthalene-1-yl)ethyl]amino}methane nickel-samarium [Sm].[Ni].CCNC(C)C1=CC=CC2=CC=CC=C12